ClC1=C(C2=C(C3=C(N=C(N(C3=O)CC3=CC(=NO3)C(F)(F)F)C3=NC=C(C=C3C3CC3)S(=O)(=O)C)S2)C=C1)O 7-chloro-2-(3-cyclopropyl-5-(methylsulfonyl)pyridin-2-yl)-8-hydroxy-3-((3-(trifluoromethyl)isoxazol-5-yl)methyl)benzo[4,5]thieno[2,3-d]pyrimidin-4(3H)-one